(4-(4-cyanophenyl)piperidine-1-carbonyl)-2-cyclopropyl-4-ethylbenzoic acid methyl ester COC(C1=C(C(=C(C=C1)CC)C(=O)N1CCC(CC1)C1=CC=C(C=C1)C#N)C1CC1)=O